5-bromo-3H-1,2,3-benzotriazole BrC1=CC2=C(N=NN2)C=C1